2-(3-(octan-2-yloxy)-5-pentadecylphenoxy)ethanol CC(CCCCCC)OC=1C=C(OCCO)C=C(C1)CCCCCCCCCCCCCCC